(4-(methacryloxy)phenyl)(p-tolyl)iodonium C(C(=C)C)(=O)OC1=CC=C(C=C1)[I+]C1=CC=C(C=C1)C